ClC1=C(N=C(NC1=O)N1C(=NC=C1)C)N1C(COCC1)C 5-chloro-2-(2-methylimidazol-1-yl)-4-[3-methylmorpholin-4-yl]-1H-pyrimidin-6-one